acetamidobenzaldehyde CC(=O)NC1=CC=CC=C1C=O